C(C)(C)(C)OC(=O)N1C(C(CC1)N(C)C1=NC(=NC2=CC(=CC=C12)Br)Cl)COC 3-[(7-bromo-2-chloro-quinazolin-4-yl)-methyl-amino]-2-(methoxymethyl)pyrrolidine-1-carboxylic acid tert-butyl ester